C(C)(C)(C)OC(COC=1C=2C(N=C(C1)C(F)(F)F)=C(SC2)C(=O)O)=O 4-[2-(tert-butoxy)-2-oxoethoxy]-2-(trifluoromethyl)thieno[3,4-b]pyridine-7-carboxylic acid